C(C1=CC=CC=C1)OC(NCCC(CC)CC)=O (3-ethylpentyl)carbamic acid benzyl ester